COC[C@H](C(=O)N[C@@H](CCCC1=CC=CC=C1)B(O)O)NC(C1=NC(=CC=C1)OC)=O ((R)-1-((R)-3-methoxy-2-(6-methoxypicolinamido)propanamido)-4-phenyl-butyl)boronic acid